8-(6-cyclohexyl-2-(methoxycarbonyl)pyridin-3-yl)-4,5-dihydrobenzo[b]thieno[2,3-d]oxepine-9-carboxylic acid C1(CCCCC1)C1=CC=C(C(=N1)C(=O)OC)C=1C(=CC2=C(OCCC3=C2SC=C3)C1)C(=O)O